CC1=CC=C(C=C1)C1=CC=C(C=C1)C(=O)O 4-methyl-4'-carboxybiphenyl